Tetraethyl-cyanocopper triflate OS(=O)(=O)C(F)(F)F.C(C)[Cu](C#N)(CC)(CC)CC